N-[(1R)-1-[3-[3-[(3S)-3-Hydroxypyrrolidine-1-carbonyl]phenyl]phenyl]ethyl]-2-methyl-5-(4-methylpiperazin-1-yl)benzamide O[C@@H]1CN(CC1)C(=O)C=1C=C(C=CC1)C=1C=C(C=CC1)[C@@H](C)NC(C1=C(C=CC(=C1)N1CCN(CC1)C)C)=O